Methyl 2-([5-(3-cyclopropoxyphenyl)-1-[2-(difluoro-methoxy)phenyl]-1H-pyrazol-3-yl]methoxy)-2-methylpropanoate C1(CC1)OC=1C=C(C=CC1)C1=CC(=NN1C1=C(C=CC=C1)OC(F)F)COC(C(=O)OC)(C)C